N'-((4-fluoro-2,6-diisopropylphenyl)carbamoyl)-6,7-dihydro-5H-pyrazolo[5,1-b][1,3]oxazine-3-sulfonimidamide FC1=CC(=C(C(=C1)C(C)C)NC(=O)N=S(=O)(N)C=1C=NN2C1OCCC2)C(C)C